The molecule is a pyridoindole that is 1,2,3,4-tetrahydro-5H-pyrido[4,3-b]indole which is substituted on the tetrahydropyridine nitrogen by a methyl group and on the indole nitrogen by a p-[N-(hydroxy)aminocarbonyl]benzyl group. It is a histone deacetylase 6 (HDAC6) inhibitor that is selective against all the other isozymes (1000-fold) except HDAC8 (57-fold). It has a role as an EC 3.5.1.98 (histone deacetylase) inhibitor. It is a pyridoindole, a hydroxamic acid and a tertiary amino compound. CN1CCC2=C(C1)C3=CC=CC=C3N2CC4=CC=C(C=C4)C(=O)NO